C(#N)C=1C(=NC(=C(C1C)OC)C)C(=O)OC methyl 3-cyano-5-methoxy-4,6-dimethylpicolinate